CNC=1C=CC=C(C(=O)O)C1 5-(methylamino)benzoic acid